benzyl (S)-2-(((2-(tert-butoxy)-2-oxoethyl)((chloromethoxy)carbonyl)amino)methyl)pyrrolidine-1-carboxylate C(C)(C)(C)OC(CN(C(=O)OCCl)C[C@H]1N(CCC1)C(=O)OCC1=CC=CC=C1)=O